4-hydroxy-3-(morpholino-methyl)benzoic acid hydrate O.OC1=C(C=C(C(=O)O)C=C1)CN1CCOCC1